C(OC=1CC[C@]2(CCN([C@H]2C1)C)C1=CC(=C(C=C1)OC)OC)(OC(C)(C)C)=O [(3aS,7aS)-3a-(3,4-dimethoxyphenyl)-1-methyl-3,4,5,7a-tetrahydro-2H-indol-6-yl] tert-butyl carbonate